CNCCC(C)C1=CC=CC=C1 1-methylamino-3-phenylbutane